C(C)(C)(C)N(C(O)=O)N1CCC(CC1)(C=O)F.BrC1=C(C)C(=C(C=C1C1=C(C=CC=C1OC)OC)C1=C(C=CC=C1OC)OC)Br 2,6-dibromo-3,5-bis(2,6-dimethoxyphenyl)toluene tert-butyl-(4-fluoro-4-formylpiperidin-1-yl)carbamate